(-)-1-phenethylamine C[C@@H](C1=CC=CC=C1)N